(E)-6-(4-methoxyphenyl)-N'-(2,3,4-trimethoxybenzylidene)pyrazine-2-carbohydrazide COC1=CC=C(C=C1)C1=CN=CC(=N1)C(=O)N/N=C/C1=C(C(=C(C=C1)OC)OC)OC